COC1=NC(=CC=C1C=1C=C2CC(C(C2=CC1)NC(O[C@@H]1CN2CCC1CC2)=O)(C)C)OC (S)-quinuclidin-3-yl (5-(2,6-dimethoxypyridin-3-yl)-2,2-dimethyl-2,3-dihydro-1H-inden-1-yl)carbamate